COC(=C(C(F)(F)F)C(F)(F)F)F 1-methoxy-(perfluoro-2-methyl-1-propene)